8-hydroxyquinoline zinc salt [Zn].OC=1C=CC=C2C=CC=NC12